C(C)(=O)O[Si](CC)(CC)OC(C)=O diacetoxydiethylsilane